2-bromo-N-methyl-5-nitropyridin-4-amine BrC1=NC=C(C(=C1)NC)[N+](=O)[O-]